1-(3-fluorophenyl)-3-methyl-1H-pyrrolo[2,3-b]pyridine-5-carboxylic acid FC=1C=C(C=CC1)N1C=C(C=2C1=NC=C(C2)C(=O)O)C